C1(=CC=C(C=C1)CC(C(=O)O)(C=1N=C(SC1)Cl)OC[C@H]1O[C@H]([C@@H]([C@@H]1O)O)N1C2=NC(=NC(=C2N=C1)N)Cl)C1=CC=CC=C1 3-([1,1'-biphenyl]-4-yl)-2-(((2R,3S,4R,5R)-5-(6-amino-2-chloro-9H-purin-9-yl)-3,4-dihydroxytetrahydrofuran-2-yl)methoxy)-2-(2-chlorothiazol-4-yl)propanoic acid